(3R)-3-ethynyl-4,4-difluoro-3-hydroxy-1-methyl-pyrrolidin-2-one C(#C)[C@]1(C(N(CC1(F)F)C)=O)O